O1C=C(C=C1)CNC 1-(3-furyl)-N-methyl-methylamine